FC(C1=CC=2NC(CC3N(C2N=C1)CCNC3)=O)(F)F 3-(trifluoromethyl)-7,7a,8,9,10,11-hexahydropyrazino[1,2-d]pyrido[3,2-b][1,4]diazepin-6(5H)-one